C(CC(C)CCC=C(C)C)(=O)OCCOC(CC(C)CCC=C(C)C)=O ethylene dicitronellate